2-fluoro-6-(7-(trifluoromethyl)chroman-4-yl)-3-(trifluoromethyl)benzoic acid FC1=C(C(=O)O)C(=CC=C1C(F)(F)F)C1CCOC2=CC(=CC=C12)C(F)(F)F